C(CCC)N1C(=[N+](C=C1)CCCC)C(=O)[O-] 1,3-di-n-butylimidazolium-2-carboxylate